5-Fluoro-6-[4-[(3S)-3-(6-methyl-3-pyridyl)isoxazolidine-2-carbonyl]-1-piperidyl]pyrimidine-4-carboxamide FC=1C(=NC=NC1N1CCC(CC1)C(=O)N1OCC[C@H]1C=1C=NC(=CC1)C)C(=O)N